ClC1=CC=CC(=N1)B(O)O (6-chloropyridin-2-yl)boronic acid